5-(8-((1S,2S)-2-(2,3,4-trifluorophenyl)cyclopropyl)imidazo[1,2-b]pyridazin-6-yl)pyrimidine-2,4(1H,3H)-dione FC1=C(C=CC(=C1F)F)[C@@H]1[C@H](C1)C=1C=2N(N=C(C1)C=1C(NC(NC1)=O)=O)C=CN2